OCCC(C(=O)C(=O)C(=O)C(=C(C1=CC=C(C(=C1)OC)OC)C1=CC=C(C=C1)OC)CCO)=C(C1=CC=C(C=C1)OC)C1=CC=C(C(=C1)OC)OC 2-hydroxyethyl-4,5-dimethoxyphenyl-p-methoxyphenyl-acrylketone